CN(C1=CC=C(C=C1)P(C1=CC=C(C=C1)N(C)C)C=1C(=C(C2=CC=CC=C2C1)C1=CC=CC2=CC=CC=C12)P(C1=CC=C(C=C1)N(C)C)C1=CC=C(C=C1)N(C)C)C bis[bis(4-dimethylaminophenyl)phosphino]-1,1'-binaphthyl